ClC1=C(N=C(N=N1)NC=1C=NN(C1)C)NC=1C=C(C=CC1)NC(OC(C)(C)C)=O tert-butyl (3-((6-chloro-3-((1-methyl-1H-pyrazol-4-yl)amino)-1,2,4-triazin-5-yl)amino)phenyl)carbamate